6'-(((1S,3S)-3-((3H-Imidazo[4,5-b]pyridin-2-yl)amino)cyclopentyl)amino)-3-(trifluoromethyl)-2H-[1,3'-bipyridin]-2-one N1=C(NC2=NC=CC=C21)N[C@@H]2C[C@H](CC2)NC2=CC=C(C=N2)N2C(C(=CC=C2)C(F)(F)F)=O